ClC=1C=C(C=C(C1)N1CCC(CC1)(F)F)C(=O)N1CCN(CC1)C=1OC=2C(=NC(=CC2)C)N1 [3-chloro-5-(4,4-difluoro-1-piperidyl)phenyl]-[4-(5-methyloxazolo[4,5-b]pyridin-2-yl)piperazin-1-yl]methanone